[1,3-bis(3-ethylpentan-3-yl)-1H-imidazol-2-ylidene]palladium(II) dichloride C(C)C(CC)(CC)N1C(N(C=C1)C(CC)(CC)CC)=[Pd-2](Cl)Cl